The molecule is a thienopyridine that is ticlopidine which carries a hydroxy group at position 7. It is a metabolite of the antiplatelet drug, ticlopidine. It has a role as a drug metabolite. It is a thienopyridine, a member of monochlorobenzenes, a tertiary amino compound and an organic hydroxy compound. It derives from a ticlopidine. C1C(C2=C(CN1CC3=CC=CC=C3Cl)C=CS2)O